NC1=C(C=CC=C1)Cl 1-amino-2-chlorobenzene